NC=1C=CC(=C2CN(C(C12)=O)CC(C(=O)C1=CC=C(C=C1)OC)=C)C=1C=NC=C(C1)OC 7-amino-2-[3-(4-methoxyphenyl)-2-methylidene-3-oxopropyl]-4-(5-methoxypyridin-3-yl)-2,3-dihydro-1H-isoindol-1-one